S1C=NC(=C1)C=1N=NN(C1)[C@@H]1[C@H]([C@@H](SC2=CC(=C(C(=C2)Cl)F)Cl)O[C@@H]([C@@H]1O)CO)O 3,5-dichloro-4-fluoro-phenyl 3-deoxy-3-[4-(4-thiazolyl)-1H-1,2,3-triazol-1-yl]-1-thio-alpha-D-galactopyranoside